C(C)(C)(C)OC(=O)C=1CC(C=C2N=C3C=CC=CC3=CC12)(C)C=1SC=C(N1)C(=O)OCC Ethyl 2-{1-[(tert-butoxy) carbonyl]-3-methylacridin-3-yl}-1,3-thiazole-4-carboxylate